(S)-N-(2-chloro-6-fluorophenyl)-3-fluoro-5'-methyl-6-((1,1,1-trifluoropropan-2-yl)oxy)-[2,2'-bipyridine]-5-carboxamide ClC1=C(C(=CC=C1)F)NC(=O)C=1C=C(C(=NC1O[C@H](C(F)(F)F)C)C1=NC=C(C=C1)C)F